(2S)-3-{1-[(tert-butoxy)carbonyl]-7-(1-methyl-1H-pyrazol-3-yl)-1H-indol-3-yl}-2-({[(9H-fluoren-9-yl)methoxy]carbonyl}amino)propanoic acid C(C)(C)(C)OC(=O)N1C=C(C2=CC=CC(=C12)C1=NN(C=C1)C)C[C@@H](C(=O)O)NC(=O)OCC1C2=CC=CC=C2C=2C=CC=CC12